1,1,2-trimethyl-3-(4-sulfobutyl)benz[e]indolium CC1(C(=[N+](C=2C=CC3=C(C12)C=CC=C3)CCCCS(=O)(=O)O)C)C